(S)-5-((1-(2-(4-(5-Cyclopropylpyrimidin-2-yl)piperazin-1-yl)-2-oxoethoxy)propan-2-yl)Amino)-2-(4-methoxybenzyl)-4-(trifluoromethyl)pyridazin-3(2H)-one C1(CC1)C=1C=NC(=NC1)N1CCN(CC1)C(COC[C@H](C)NC1=C(C(N(N=C1)CC1=CC=C(C=C1)OC)=O)C(F)(F)F)=O